FC(N1C(C(=CC=C1)C(=O)OC)=O)F methyl 1-(difluoromethyl)-2-oxo-1,2-dihydropyridine-3-carboxylate